1,5-anhydro-2,3-dideoxy-3-(6-(3-fluoro-4-(methylcarbamoyl)benzyl)-7,8-dimethyl-4-oxoquinazolin-3(4H)-yl)-L-threo-pentitol FC=1C=C(CC=2C=C3C(N(C=NC3=C(C2C)C)[C@H]2CCOC[C@@H]2O)=O)C=CC1C(NC)=O